methyl cis-4,7,10,13,16,19-docosahexaenoate C(CC\C=C/CC=CCC=CCC=CCC=CCC=CCC)(=O)OC